N-Bocmethylamine C(=O)(OC(C)(C)C)NC